The molecule is an N-(long-chain-acyl)ethanolamine that is the ethanolamide of oleic acid. The monounsaturated analogue of the endocannabinoid anandamide It has a role as a PPARalpha agonist and an EC 3.5.1.23 (ceramidase) inhibitor. It is a N-(long-chain-acyl)ethanolamine, an endocannabinoid and a N-acylethanolamine 18:1. It derives from an oleic acid. CCCCCCCC/C=C\\CCCCCCCC(=O)NCCO